OC(C(C)C)(O)C1=CC=CC=C1 Hydroxy-2-methyl-1-phenylpropanol